(R)-(9H-fluoren-9-yl)methyl (4-oxo-1-(phenylthio)butan-2-yl)carbamate O=CC[C@H](CSC1=CC=CC=C1)NC(OCC1C2=CC=CC=C2C=2C=CC=CC12)=O